(R)-N-((R)-chroman-2-ylmethyl)-1-(naphthalen-1-yl)ethaneamine O1[C@H](CCC2=CC=CC=C12)CN[C@H](C)C1=CC=CC2=CC=CC=C12